FC1=C(C=CC=C1NCC1=C(C(=C(C=C1)OC)OC)OC)OB(O)O (2-fluoro-3-((2,3,4-trimethoxybenzyl)amino)phenyl)boric acid